BrC1=C(C=C2C(=NC(=NC2=C1F)Cl)N1CC2CN3C(C=CC=C3[C@H](C1)C2)=O)Cl (1S)-11-(7-bromo-2,6-dichloro-8-fluoroquinazolin-4-yl)-7,11-diazatricyclo[7.3.1.02,7]trideca-2(3),4-dien-6-one